1,2,3,5,6,7-hexahydro-5-methoxy-7-methyl-8-nitroimidazo[1,2-a]Pyridine COC1CC(C(=C2N1CCN2)[N+](=O)[O-])C